(S)-N-(6-cyano-5-(trifluoromethyl)pyridin-3-yl)-3-(4-cyanophenoxy)-2-hydroxy-2-methylpropionamide C(#N)C1=C(C=C(C=N1)NC([C@@](COC1=CC=C(C=C1)C#N)(C)O)=O)C(F)(F)F